FC(OC[C@@H](C1=CC(=CC=C1)OC(F)F)NC(C[C@](C)(O)C1(CC1)F)=O)F (S)-N-((R)-2-(difluoromethoxy)-1-(3-(difluoromethoxy)phenyl)ethyl)-3-(1-fluorocyclopropyl)-3-hydroxybutyramide